OCCSCCO 2-hydroxyethylsulfide